[O-]CC.[O-]CC.[O-]CC.C1(C=CC2=CC=CC=C12)[Zr+3] (indenyl)zirconium triethoxide